4-amino-6-chloro-2-(pyrazin-2-yl)pyrimidine NC1=NC(=NC(=C1)Cl)C1=NC=CN=C1